6-[5-[1-[[8-chloro-6-(trifluoromethyl)-[1,2,4]triazolo[4,3-a]pyridin-3-yl]amino]ethyl]-1,2,4-triazol-1-yl]pyridine-3-carbonitrile ClC=1C=2N(C=C(C1)C(F)(F)F)C(=NN2)NC(C)C2=NC=NN2C2=CC=C(C=N2)C#N